C(C)(=S)O.C(C)(=S)O.C(C)(=S)O.C(O)C(CC)(CO)CO trimethylolpropane tris(thioacetate)